O=C1N([C@H]2[C@H](O)[C@H](O)[C@@H](CO)O2)C=2N=C(NC(C2N1)=O)N 8-oxo-7,8-dihydroguanosine